1-(4-methoxyphenyl)-2,2,3-trimethylbut-3-en-1-one COC1=CC=C(C=C1)C(C(C(=C)C)(C)C)=O